C1CCCCOS1(=O)=O 5-pentanesultone